(8-methyl-2-methylsulfanyl-7-oxo-pyrido[2,3-d]pyrimidin-6-yl)-3-phenyl-piperazine-1-carboxylic acid tert-butyl ester C(C)(C)(C)OC(=O)N1C(C(NCC1)C1=CC=CC=C1)C1=CC2=C(N=C(N=C2)SC)N(C1=O)C